CC1=NC(=CC=C1N1CCN(CC1)CC1=CN=C2C3=C(C(NC2=C1)=O)COC3)C(NC)=O 3-((4-(2-methyl-6-(methylcarbamoyl)pyridin-3-yl)piperazin-1-yl)methyl)-7,9-dihydrofuro[3,4-c][1,5]naphthyridin-6(5H)-one